cis-proline N1[C@@H](CCC1)C(=O)O